OC1ON=C(CC12CCCCC2)C(=O)OCC ethyl 1-hydroxy-2-oxa-3-azaspiro[5.5]undec-3-ene-4-carboxylate